4-([3-(8-{[(3S,4R)-3-fluoro-1-methylpiperidin-4-yl]amino}-3-(2,2,2-trifluoroethyl)imidazo[1,2-a]pyridin-2-yl)prop-2-yn-1-yl]amino)-3-methoxy-N,N-dimethylbenzamide F[C@H]1CN(CC[C@H]1NC=1C=2N(C=CC1)C(=C(N2)C#CCNC2=C(C=C(C(=O)N(C)C)C=C2)OC)CC(F)(F)F)C